C(N)(=N)C=1C=C(SC1)[C@@H](C)NC(=O)[C@H]1N(C[C@H](C1)C=1SC=CN1)C(CNC(C1=CC=C(C=C1)OC1=CC=C(C=C1)F)=O)=O (2S,4S)-N-((R)-1-(4-carbamimidoylthiophen-2-yl)ethyl)-1-((4-(4-fluorophenoxy)benzoyl)glycyl)-4-(thiazol-2-yl)pyrrolidine-2-carboxamide